tert-butyl N-[4-[3,5-bis[4-(tert-butoxycarbonylamino)butanoylamino]anilino]-4-oxo-butyl]carbamate C(C)(C)(C)OC(=O)NCCCC(=O)NC=1C=C(NC(CCCNC(OC(C)(C)C)=O)=O)C=C(C1)NC(CCCNC(=O)OC(C)(C)C)=O